[Si](C)(C)(C(C)(C)C)OCCO 2-((tert-Butyldimethylsilyl)oxy)ethan-1-ol